tert-butyl 4-(6-(4-(3-isopropylphenoxy)butyl)-1-((2-(trimethylsilyl)ethoxy)methyl)-1H-benzo[d]imidazole-2-carbonyl)piperazine-1-carboxylate C(C)(C)C=1C=C(OCCCCC=2C=CC3=C(N(C(=N3)C(=O)N3CCN(CC3)C(=O)OC(C)(C)C)COCC[Si](C)(C)C)C2)C=CC1